N-(6-((difluoromethyl)sulfonyl)-6-azaspiro[3.5]nonan-8-yl)-2-(2-(6-((cis)-2,6-dimethylmorpholino)pyridin-2-yl)-1,6-naphthyridin-7-yl)acetamide FC(S(=O)(=O)N1CC2(CCC2)CC(C1)NC(CC1=NC=C2C=CC(=NC2=C1)C1=NC(=CC=C1)N1C[C@@H](O[C@@H](C1)C)C)=O)F